4-[methyl-(5-{[2-methyl-6-(trifluoromethyl)phenyl]methoxy}pyrimidin-2-yl)amino]butan-1-ol CN(CCCCO)C1=NC=C(C=N1)OCC1=C(C=CC=C1C(F)(F)F)C